ClC=1C=C(C=C(C1)C(F)(F)F)C1=CC(=CC=C1)[C@H](C(=O)N1CC2=C(CCC1)N=C(NC2=O)C2(CC2)C2=CC(=CC=C2)Cl)O (R)-6-(2-(3'-chloro-5'-(trifluoromethyl)-[1,1'-biphenyl]-3-yl)-2-hydroxyacetyl)-2-(1-(3-chlorophenyl)cyclopropyl)-3,5,6,7,8,9-hexahydro-4H-pyrimido[5,4-c]azepin-4-one